(R,E)-(3-(2-(thiophen-2-yl)vinyl)-1H-pyrazol-1-yl)methyl 2-amino-3-methylbutanoate hydrochloride Cl.N[C@@H](C(=O)OCN1N=C(C=C1)\C=C\C=1SC=CC1)C(C)C